(2-Acetamido-5-(3-methoxyprop-1-yn-1-yl)pyridin-4-yl)carbamic acid tert-butyl ester C(C)(C)(C)OC(NC1=CC(=NC=C1C#CCOC)NC(C)=O)=O